(phenyl)[(phenyl)(dimethylfluorenyl)triazinyl]dibenzothiophene C1(=CC=CC=C1)C1=C(C2=C(SC3=C2C=CC=C3)C=C1)C1=NN=NC(=C1C1=C(C(=CC=3C2=CC=CC=C2CC13)C)C)C1=CC=CC=C1